tri(2-nonylphenyl) phosphite P(OC1=C(C=CC=C1)CCCCCCCCC)(OC1=C(C=CC=C1)CCCCCCCCC)OC1=C(C=CC=C1)CCCCCCCCC